C12(CC(C1)C2)NC2=NC=C(C=N2)C2=NN(C(C=C2)=O)CC(=O)NCC 2-[3-(2-[bicyclo[1.1.1]pentan-1-ylamino]pyrimidin-5-yl)-6-oxopyridazin-1-yl]-N-ethylacetamide